FC=1C=C(C=C(C1)F)S(=O)(=O)N1N=C(C2=CC=CC=C12)C=CC1=CC=NC=C1 ((3,5-difluorophenyl)sulfonyl)-3-(2-(pyridin-4-yl)vinyl)-1H-indazole